3-Bromo-5-nitrobenzenesulfonamide BrC=1C=C(C=C(C1)[N+](=O)[O-])S(=O)(=O)N